4-HYDROXY-3,5-DIMETHYLPHENYLBORONIC ACID OC1=C(C=C(C=C1C)B(O)O)C